CN(CCS)C 2-dimethylaminoethanethiol